N1=C(C=CC=C1)C(=O)N pyridinecarboamide